4-((4-propionamidobenzyl)oxy)phenyl sulfurofluoridate S(OC1=CC=C(C=C1)OCC1=CC=C(C=C1)NC(CC)=O)(=O)(=O)F